BrC=1C(=CC2=C(C(NS2(=O)=O)=O)C1)OC 5-bromo-6-methoxybenzo[d]isothiazol-3(2H)-one 1,1-dioxide